P1(=O)(OC2=C(C(=C(C=C2)C(C)(C)C)CC=2C(=C(C=CC2C(C)(C)C)O1)C(C)(C)C)C(C)(C)C)[O-].[Na+] sodium methylenebis(2,4-di-t-butylphenyl) phosphate